C1=NC=CC=2CC(C=CC12)([2H])[2H] isoquinolin-6,6-d2